2,3-dimethylpentyl alcohol CC(CO)C(CC)C